methyl 2-(1-(7-(tert-butoxy)-7-oxoheptyl)-6-(2-((tert-butoxycarbonyl)amino)pyridin-3-yl)-1H-indol-2-yl)-7-methoxy-1-methyl-1H-benzo[d]imidazole-5-carboxylate C(C)(C)(C)OC(CCCCCCN1C(=CC2=CC=C(C=C12)C=1C(=NC=CC1)NC(=O)OC(C)(C)C)C1=NC2=C(N1C)C(=CC(=C2)C(=O)OC)OC)=O